(E)-4-(dimethylamino)-1-(5-methyl-4-((3-methyl-4-((6-methylpyridin-3-yl)oxy)phenyl)amino)-5,8-dihydropyrido[4',3':4,5]thieno[2,3-d]pyrimidin-7(6H)-yl)but-2-en-1-one CN(C/C=C/C(=O)N1CC2=C(C3=C(N=CN=C3NC3=CC(=C(C=C3)OC=3C=NC(=CC3)C)C)S2)C(C1)C)C